FC=1C(=NC=C(C#N)C1)N1CCC(CC1)N1C2=C(N(C(C1=O)=O)C)C=C(C=N2)F 5-Fluoro-6-(4-(7-fluoro-1-methyl-2,3-dioxo-2,3-dihydropyrido[2,3-b]pyrazine-4(1H)-yl)piperidin-1-yl)nicotinonitrile